(2-((5-chloro-2-nitrophenyl)amino)-2-oxoacetyl)-L-phenylalanine tert-butyl ester C(C)(C)(C)OC([C@@H](NC(C(=O)NC1=C(C=CC(=C1)Cl)[N+](=O)[O-])=O)CC1=CC=CC=C1)=O